(3-cyano-2-methyl-phenyl)-3-(2,6-dimethyl-4-pyridinyl)-N-[(1R)-2-hydroxy-1,2-dimethyl-propyl]pyrazolo[1,5-a]pyrimidine-5-carboxamide C(#N)C=1C(=C(C=CC1)C1=NN2C(N=C(C=C2)C(=O)N[C@@H](C(C)(C)O)C)=C1C1=CC(=NC(=C1)C)C)C